pyrimidyl-tetrazine N1=C(N=CC=C1)C=1N=NN=NC1